tert-butyl ((R)-1-((S)-2-cyano-4,4-difluoropyrrolidin-1-yl)-1-oxopropan-2-yl)carbamate C(#N)[C@H]1N(CC(C1)(F)F)C([C@@H](C)NC(OC(C)(C)C)=O)=O